(R)-2-chloro-7-isopropyl-3-(3-methoxypropoxy)-10-(pyrimidin-2-yl)-6,7-dihydro-11H-benzo[f]pyrido[1,2-d][1,4]oxazepin-11-one ClC=1C(=CC2=C(C=3N([C@@H](CO2)C(C)C)C=C(C(C3)=O)C3=NC=CC=N3)C1)OCCCOC